FC(S(=O)(=O)OC1=CC2=C(N(CC(N(S2(=O)=O)CC2=CC=C(C=C2)OC)(C)CCCC)C2=CC=CC=C2)C=C1SC)(F)F 3-Butyl-2-(4-methoxybenzyl)-3-methyl-7-(methylthio)-1,1-dioxido-5-phenyl-2,3,4,5-tetrahydro-1,2,5-benzothiadiazepin-8-yl trifluoromethanesulfonate